C(C)(C)(C)OC(=O)[SiH]1CC(C1)(C#N)N(C(CCl)=O)CC1=CC(=C(C=C1)F)F 3-(2-chloro-N-(3,4-difluorobenzyl)acetamido)-3-cyanosilacyclobutane-1-carboxylic acid tert-butyl ester